BrC=1C=2N(C(=NC1C1=C(C=C(C=C1)F)Cl)N)C=NN2 8-bromo-7-(2-chloro-4-fluorophenyl)-[1,2,4]triazolo[4,3-c]pyrimidin-5-amine